CC=1C(=NC=CC1)C1=CC=CC=C1 Methyl-phenylpyridine